(2S,3S,4R,5R)-2-((R)-1-(bicyclo[4.2.0]octa-1(6),2,4-trien-3-yl)-1-hydroxyethyl)-5-(6-methyl-9H-purin-9-yl)tetrahydrofuran-3,4-diol C1=2C=C(C=CC2CC1)[C@@](C)(O)[C@H]1O[C@H]([C@@H]([C@@H]1O)O)N1C2=NC=NC(=C2N=C1)C